(-)-[(4S)-2-Oxooxazolidin-4-yl]methyl 3-[6-[3-(trifluoromethyl)pyrrolidin-1-yl]-3-pyridyl]azetidine-1-carboxylate FC(C1CN(CC1)C1=CC=C(C=N1)C1CN(C1)C(=O)OC[C@H]1NC(OC1)=O)(F)F